DIAMINOPHENOTHIAZINE C1=CC=C2C(=C1)NC3=C(S2)C=CC(=C3N)N